COC1=C(C=NC=C1)CNC1=CC=C2C(=N1)CN(C2=O)CCNC(C)=O N-(2-(2-(((4-methoxypyridin-3-yl)methyl)amino)-5-oxo-5,7-dihydro-6H-pyrrolo[3,4-b]pyridin-6-yl)ethyl)acetamide